Monofluoro-di(tert-butyl)triphenylsulfonium FC1=C(C(=C(C=C1)[S+](C1=CC=CC=C1)C1=CC=CC=C1)C(C)(C)C)C(C)(C)C